C(C1=CC=CC=C1)N1N=CC2=C(C=C(C=C12)C=1C(=CC(N(C1)C)=O)O[C@@H]1CC[C@H](CC1)NC(C)=O)C(C)(C)O trans-N-(4-((5-(1-benzyl-4-(2-hydroxypropan-2-yl)-1H-indazol-6-yl)-1-methyl-2-oxo-1,2-dihydropyridin-4-yl)oxy)cyclohexyl)acetamide